5-Bromo-6-{6-[2-(tert-butyldimethylsilyl)ethynyl]-2,4-dimethylpyridin-3-yl}-7-methyl-7H-pyrrolo[2,3-d]pyrimidin-4-amine BrC1=C(N(C=2N=CN=C(C21)N)C)C=2C(=NC(=CC2C)C#C[Si](C)(C)C(C)(C)C)C